Benzyl-6-fluoroquinolin-4-amine C(C1=CC=CC=C1)C1=NC2=CC=C(C=C2C(=C1)N)F